BrC1=CC(=C(C(=C1)S(=O)C=C)CO)F (4-bromo-2-fluoro-6-vinylsulfinyl-phenyl)methanol